C(C=C)C(C(C)=O)C(C)=O.[Sm] samarium 3-allyl-2,4-pentanedione